(3,4-dimethylbenzoyl)-L-glutamic acid CC=1C=C(C(=O)N[C@@H](CCC(=O)O)C(=O)O)C=CC1C